S(=O)(=O)(O)C1(O)[C@H](N)[C@@H](O)[C@H](O)[C@H](O1)CO SULFOGLUCOSAMINE